CC1=C(CC2C[C@H](NC2)C(=O)O)C=CC=C1 γ-(2-methyl-benzyl)-proline